S(=O)(=O)(O)O.COC1=C2CCOC(C2=CC=C1)C=1NCCN1 2-(5-methoxyisochroman-1-yl)-4,5-dihydro-1H-imidazole hydrogensulfate